tert-butyl 4-(6-fluoro-1H-pyrrolo[3,2-b]pyridin-3-yl)-3,6-dihydro-2H-pyridine-1-carboxylate FC=1C=C2C(=NC1)C(=CN2)C=2CCN(CC2)C(=O)OC(C)(C)C